(S)-N-(8-amino-6-(2-methyl-2,3-dihydro-1H-pyrrolo[2,3-c]pyridin-4-yl)isoquinolin-3-yl)cyclopropanecarboxamide NC=1C=C(C=C2C=C(N=CC12)NC(=O)C1CC1)C1=C2C(=CN=C1)N[C@H](C2)C